4-(2-methoxyphenyl)pyridin-2(1H)-one COC1=C(C=CC=C1)C1=CC(NC=C1)=O